(3-endo)-3-(2,2-di-2-thienylvinyl)-8,8-dimethyl-8-azoniabicyclo[3.2.1]octane bromide [Br-].S1C(=CC=C1)C(=CC1CC2CCC(C1)[N+]2(C)C)C=2SC=CC2